BrC=1C=C(SC1C)C[O-] (4-bromo-5-methylthiophen-2-yl)methanolAt